perfluorosuccinic anhydride FC1(C(=O)OC(C1(F)F)=O)F